ClC1=CC=C(C=C1)C(C)(C#C)C=1N=C(SC1)NC(=O)NC(CO)C 1-(4-(2-(4-chlorophenyl)-but-3-yn-2-yl)thiazol-2-yl)-3-(1-hydroxypropan-2-yl)urea